(S)-3,6-dichloro-1-(2-methyl-3-((5-methyl-4-nitro-1-(tetrahydro-2H-pyran-4-yl)-1H-pyrazol-3-yl)oxy)propyl)-1H-pyrazolo[3,4-d]pyrimidine ClC1=NN(C2=NC(=NC=C21)Cl)C[C@@H](COC2=NN(C(=C2[N+](=O)[O-])C)C2CCOCC2)C